OC[C@H](C1=CC=CC=C1)NC1=CC(=NC=C1C1=NC2(CO1)CCOCC2)NC2=NC=C1C(=N2)N(NC1=O)C (S)-6-((4-((2-hydroxy-1-phenylethyl)amino)-5-(3,8-dioxa-1-azaspiro[4.5]dec-1-en-2-yl)pyridin-2-yl)amino)-1-methyl-1,2-dihydro-3H-pyrazolo[3,4-d]pyrimidin-3-one